C(#N)C(C)(C)C=1C=C(C(=O)NC(C)C2=NC=CN=C2C2=NC=C(C=N2)OCC(F)F)C=C(C1)C(F)(F)F 3-(1-cyano-1-methyl-ethyl)-N-[1-[3-[5-(2,2-difluoroeth-oxy)pyrimidin-2-yl]pyrazin-2-yl]ethyl]-5-(trifluoro-methyl)benzamide